6-chloro-4-{4-[(3-hydroxyphenyl)methyl]piperazin-1-yl}-1-methyl-2-oxo-1,2-dihydro-1,5-naphthyridine-3-carbonitrile ClC=1N=C2C(=C(C(N(C2=CC1)C)=O)C#N)N1CCN(CC1)CC1=CC(=CC=C1)O